C(C)OC=1C=C(C=CC1OCC1=CC=NC=C1)NC1=C(C=2N=C(C=NC2C=C1)N1CCOCC1)C#N 6-(3-ethoxy-4-(pyridin-4-ylmethoxy)phenylamino)-3-morpholinoquinoxaline-5-carbonitrile